COCCN(C(=O)C1=NC=C(N=C1)C1CCN(CC1)C(=O)C1=C(N=C2N1N=CC=C2)C2=CC=CC=C2)C N-(2-methoxyethyl)-N-methyl-5-(1-(2-phenylimidazo[1,2-b]pyridazine-3-carbonyl)piperidin-4-yl)pyrazine-2-carboxamide